C(#N)C=1C=CC(=C2C=CC=NC12)OC1C(C(C1(C)C)NC(C1=CC(=C(C=C1)N1C[C@H](CC1)CO)F)=O)(C)C N-((1r,3S)-3-((8-cyanoquinolin-5-yl)oxy)-2,2,4,4-tetramethylcyclobutyl)-3-fluoro-4-((S)-3-(hydroxymethyl)pyrrolidin-1-yl)benzamide